pyrrolo[3,2-b]pyridine-4-carboxylate N1=CC=C2N(C=CC=C21)C(=O)[O-]